tert-butyl (S)-(6-fluoro-4-oxo-2,3,4,5-tetrahydropyrido[4,3-b][1,4]oxazepin-3-yl)carbamate FC1=NC=CC=2OC[C@@H](C(NC21)=O)NC(OC(C)(C)C)=O